C(C)N1N=C2C(=C1C=O)COCC2 2-ethyl-2,4,6,7-tetrahydropyrano[4,3-c]pyrazol-3-yl-methanone